[N+](=O)([O-])CC(C1=C(C=CC=C1)B1OC(C(O1)(C)C)(C)C)C1=C(NC2=CC=CC=C12)C1=CC=CC=C1 3-(2-nitro-1-(2-(4,4,5,5-tetramethyl-1,3,2-dioxaborolan-2-yl)phenyl)ethyl)-2-phenyl-1H-indole